[C@@H]12[C@H](NC[C@H]2C1)C(=O)N[C@H]([C@@H](C)OCC1=CC=C(C=C1)CCCNC(OC(C)(C)C)=O)CCC(N)=O tert-butyl N-[3-[4-([[(2R,3S)-3-[[(1R,2S,5S)-3-azabicyclo[3.1.0]hexan-2-yl]formamido]-5-carbamoylpentan-2-yl]oxy]methyl)phenyl]propyl]carbamate